N1[C@H](COCC1)COC1=NC=CC2=CC(=C(C=C12)OC(C)C)C(=O)N 1-[(3R)-morpholin-3-ylmethoxy]-7-(prop-2-yloxy)isoquinoline-6-carboxamide